6-(4-chlorobenzyl)-8-(morpholin-4-yl)-3-(propan-2-yl)pyrido[2,3-e][1,2,4]triazolo[4,3-c]pyrimidin-5(6H)-one ClC1=CC=C(CN2C(N3C(C4=C2C=C(C=N4)N4CCOCC4)=NN=C3C(C)C)=O)C=C1